N1C=C(C2=CC=CC=C12)C1=CN=C(S1)NC(CC=1C=C2C(N(CC2=CC1)C1C(NC(CC1)=O)=O)=O)=O N-(5-(1H-indol-3-yl)thiazol-2-yl)-2-(2-(2,6-dioxopiperidin-3-yl)-3-oxoisoindolin-5-yl)acetamide